ClC1=CC=C2C(=CNC2=C1C#N)S(=O)(=O)NC1=NC(=C(C(=N1)OC)OCCF)OC 6-chloro-7-cyano-N-[5-(2-fluoroethoxy)-4,6-dimethoxy-pyrimidin-2-yl]-1H-indole-3-sulfonic acid amide